BrC=1N=C(N(N1)C1=NC=C(C=C1)OCC(F)(F)F)C(C)NC(C1=CC(=CC(=C1)C(F)(F)F)C(F)(F)F)=O N-[1-[5-bromo-2-[5-(2,2,2-trifluoroethoxy)-2-pyridyl]-1,2,4-triazol-3-yl]ethyl]-3,5-bis(trifluoromethyl)benzamide